5,6-diamino-2-chloro-N-(3-fluoro-5-(1-(4-fluorophenyl)-1H-pyrazol-4-yl)benzyl)pyrimidine NC=1C=NC(N(C1N)CC1=CC(=CC(=C1)C=1C=NN(C1)C1=CC=C(C=C1)F)F)Cl